C(C)(C)(C)OC(C=C)=O acrylic acid tertiary butyl ester